4-((2R,4s,6S)-2-cyano-7-((5-methoxy-7-methyl-1H-indol-4-yl)methyl)-7-azaspiro[3.5]nonan-6-yl)-N-(2-(3-methoxyazetidin-1-yl)ethyl)benzamide C(#N)C1CC2(C1)C[C@H](N(CC2)CC2=C1C=CNC1=C(C=C2OC)C)C2=CC=C(C(=O)NCCN1CC(C1)OC)C=C2